2-(3-((4-((2-(dimethylamino)-4-phenylthiazol-5-yl)oxy)pyridin-2-yl)amino)phenyl)propan-2-ol CN(C=1SC(=C(N1)C1=CC=CC=C1)OC1=CC(=NC=C1)NC=1C=C(C=CC1)C(C)(C)O)C